CC1=CC=C(C(=O)OC[C@]2(O[C@@H](C[C@@H]2OC(C2=CC=C(C=C2)C)=O)N2N=C(C=3C2=NC(=NC3N)N)C)C#C)C=C1 [(2R,3S,5S)-5-(4,6-diamino-3-methyl-pyrazolo[3,4-d]pyrimidin-1-yl)-2-ethynyl-3-(4-methylbenzoyl)oxy-tetrahydrofuran-2-yl]methyl 4-methylbenzoate